N-(5-(7-((cyanomethyl)thio)-5-ethyl-6-fluoro-1H-indazol-4-yl)pyrazolo[1,5-a]pyridin-2-yl)-2-fluorocyclopropane-1-carboxamide C(#N)CSC=1C(=C(C(=C2C=NNC12)C1=CC=2N(C=C1)N=C(C2)NC(=O)C2C(C2)F)CC)F